C(N)(=N)C1=CC=C(C=C1)CNC1=C(C(=NN1C(C(CO)(C)C)=O)C1C(N(CCN1)C(=O)N(C)C)C)F 3-(5-{[(4-carbamimidoylphenyl)methyl]amino}-4-fluoro-1-(3-hydroxy-2,2-dimethylpropanoyl)-1H-pyrazol-3-yl)-N,N,2-trimethylpiperazine-1-carboxamide